(2-methoxy-6-pyrimidin-4-yl-3-pyridinyl)-5-methyl-3-phenyl-isoxazole-4-carboxamide COC1=NC(=CC=C1NC(=O)C=1C(=NOC1C)C1=CC=CC=C1)C1=NC=NC=C1